4-(imidazo[1,2-a]pyrazin-3-yl)-7-((5-((3aR,6aS)-tetrahydro-1H-furo[3,4-c]pyrrol-5(3H)-yl)pyridin-2-yl)amino)isoindolin-1-one N=1C=C(N2C1C=NC=C2)C2=C1CNC(C1=C(C=C2)NC2=NC=C(C=C2)N2C[C@@H]1[C@H](C2)COC1)=O